C(CC=CC)C(C#C)O 3S-Cis-pentenyl-propargyl alcohol